4-(Tert-Butoxycarbonyl)piperazine-2-carboxylic acid C(C)(C)(C)OC(=O)N1CC(NCC1)C(=O)O